O=C1NC(CCC1N1C(C2=CC=CC(=C2C1)NCC(=O)N1CCC(CC1)C(=O)OC(C)(C)C)=O)=O tert-butyl 1-[2-[[2-(2,6-dioxo-3-piperidyl)-1-oxo-isoindolin-4-yl]amino]acetyl]piperidine-4-carboxylate